CCCCCCCCCCCCCCCCCC=CC=O eicosenal